C(C)N1N=C(C=C1C(=O)NC1CCC(CC1)NC1=CC=CC=2N1C=C(N2)C(F)(F)F)C 1-ethyl-3-methyl-N-[(1s,4s)-4-{[2-(trifluoromethyl)imidazo[1,2-a]pyridin-5-yl]amino}cyclohexyl]-1H-pyrazole-5-carboxamide